CN(CCC1(CC(=C(C=C1[N+](=O)[O-])N)OC)NC)C 4-(2-(dimethylamino)ethyl)-2-methoxy-N4-Methyl-5-nitrobenzene-1,4-diamine